ClC=1N=C(C2=C(N1)C(=C(N=C2)C2=CC(=CC1=CC=C(C(=C21)CC)F)OCOC)F)N2C[C@H](CCC2)C (S)-2-chloro-7-(8-ethyl-7-fluoro-3-(methoxymethoxy)naphthalen-1-yl)-8-fluoro-4-(3-methylpiperidin-1-yl)pyrido[4,3-d]pyrimidine